tert-butyl 4-[4-[4-[6-(6-benzyl-3,6-diazabicyclo[3.1.1]heptan-3-yl)-3-pyridyl]-3-cyano-pyrazolo[1,5-a]pyrazin-6-yl]pyrazol-1-yl]piperidine-1-carboxylate C(C1=CC=CC=C1)N1C2CN(CC1C2)C2=CC=C(C=N2)C=2C=1N(C=C(N2)C=2C=NN(C2)C2CCN(CC2)C(=O)OC(C)(C)C)N=CC1C#N